CCCCC/C=C\C/C=C\C/C=C\CCCCC(=O)O 6Z,9Z,12Z-Octadecatrienoic acid